3-Methyl-5-(6-methyl-5-(4,4,5,5-tetramethyl-1,3,2-dioxaborolan-2-yl)pyridin-2-yl)-4-(((tetrahydro-2H-pyran-2-yl)oxy)methyl)isoxazole CC1=NOC(=C1COC1OCCCC1)C1=NC(=C(C=C1)B1OC(C(O1)(C)C)(C)C)C